5-(3-chloro-4-methoxyphenyl)-1-(4-fluoro-3-methoxyphenyl)-1H-indazole-3-carboxylic acid methyl ester COC(=O)C1=NN(C2=CC=C(C=C12)C1=CC(=C(C=C1)OC)Cl)C1=CC(=C(C=C1)F)OC